C(C)(C)(C)S(=O)N[C@@H]1C=2N=C(SC2CC12CCN(CC2)C(=O)OC(C)(C)C)Cl tert-butyl (4S)-4-((tert-butylsulfinyl) amino)-2-chloro-4,6-dihydrospiro[cyclopenta[d]thiazole-5,4'-piperidine]-1'-carboxylate